(3-methoxy-5-(4-methyl-1H-imidazol-1-yl)phenoxy)quinazoline methyl-4-(1-(2-cyclobutyl-2-((3-(methylsulfonyl)benzyl)oxy)acetamido)cyclopropyl)benzoate COC(C1=CC=C(C=C1)C1(CC1)NC(C(OCC1=CC(=CC=C1)S(=O)(=O)C)C1CCC1)=O)=O.COC=1C=C(OC2=NC3=CC=CC=C3C=N2)C=C(C1)N1C=NC(=C1)C